CN(CCNC1=C2C(=NC(=C1)NC1=CC=C(C3=C1OCCO3)C(=O)N3CCC(CC3)N3CCOCC3)NC=C2C(F)(F)F)C (8-((4-((2-(dimethylamino)ethyl)amino)-3-(trifluoromethyl)-1H-pyrrolo[2,3-b]pyridin-6-yl)amino)-2,3-dihydrobenzo[b][1,4]dioxin-5-yl)(4-morpholinopiperidin-1-yl)methanone